N1=C(C=NC=C1)NC(C1=CC=CC=C1)=O N-(pyrazin-2-yl)benzamide